C(C)(C)(C)OC(=O)NCCOCCOCCOCC(=O)O 2-[2-[2-(Tert-butoxycarbonylamino)ethoxy]ethoxy]ethoxyacetic acid